(R)-2-((2,2-dimethyltetrahydro-2H-pyran-4-yl)methyl)-6-((1-methyl-3-(trifluoromethyl)-1H-pyrazol-5-yl)sulfonyl)-2,6-diazaspiro[3.3]heptane CC1(OCC[C@H](C1)CN1CC2(C1)CN(C2)S(=O)(=O)C2=CC(=NN2C)C(F)(F)F)C